ethyl 2-(1-(4-fluoro-6-(3-hydroxyprop-1-yn-1-yl)-2-methylpyridin-3-yl)piperidin-3-yl)acetate FC1=C(C(=NC(=C1)C#CCO)C)N1CC(CCC1)CC(=O)OCC